3-({[7-(thiophen-2-ylsulfanyl)-3,4-dihydro-2H-1-benzopyran-4-yl]methyl}amino)pyridine-4-carboxylic acid S1C(=CC=C1)SC1=CC2=C(C(CCO2)CNC=2C=NC=CC2C(=O)O)C=C1